BrC=1N=NN2C1C=CC(=C2)C=2C=NN(C2)C 3-bromo-6-(1-methyl-1H-pyrazol-4-yl)[1,2,3]triazolo[1,5-a]pyridine